3-amino-6-[3-methylimidazo[1,2-a]pyridin-6-yl]-N-[[(3R)-oxolane-3-yl]methyl]-5-(pyridin-2-yl)pyrazine-2-carboxamide NC=1C(=NC(=C(N1)C1=NC=CC=C1)C=1C=CC=2N(C1)C(=CN2)C)C(=O)NC[C@@H]2COCC2